[Si](C)(C)(C(C)(C)C)OC[C@@]1([C@H](CC(O1)=O)O)C#C (4S,5R)-5-(((tert-butyldimethylsilyl)oxy)methyl)-5-ethynyl-4-hydroxydihydrofuran-2(3H)-one